trans-cyclooct-4-ene C1CC\C=C\CCC1